ClC=1C(=CC(=NC1)NC(=O)[C@@H]1C[C@@H](CCC1)C=1C=NC=CC1)C1=C2N(N=C1)CC(C2)(C)C (1S,3R)-N-(5-chloro-4-(5,5-dimethyl-5,6-dihydro-4H-pyrrolo[1,2-b]pyrazol-3-yl)pyridin-2-yl)-3-(pyridin-3-yl)cyclohexane-1-carboxamide